4-(4-(3,8-diazabicyclo[3.2.1]octan-3-yl)-8-fluoro-2-((7-fluoro-2,3-dihydro-1H-pyrrolo[2,1-a]isoindol-9b(5H)-yl)-methoxy)pyrido[4,3-d]pyrimidin-7-yl)-5-ethynylnaphthalen-2-ol C12CN(CC(CC1)N2)C=2C1=C(N=C(N2)OCC23N(CC4=CC(=CC=C24)F)CCC3)C(=C(N=C1)C1=CC(=CC3=CC=CC(=C13)C#C)O)F